CC1=C(C(=NO1)C=1C=NC(=CC1)C)COC=1C=C2CCN(CC2=CN1)C1COCC1 6-{[5-methyl-3-(6-methylpyridin-3-yl)-1,2-oxazol-4-yl]methoxy}-2-(oxolan-3-yl)-1,2,3,4-tetrahydro-2,7-naphthyridine